C(OCCN(C)C)(OC1=CC=C(C=C1)[N+](=O)[O-])=O 2-(dimethylamino)ethyl (4-Nitrophenyl) carbonate